C1(=CC=CC=C1)C1(CC2=C(N=CS2)CC1)N 6-phenyl-4,5,6,7-tetrahydrobenzothiazol-6-amine